BrC1=C(C=C(C(=O)N2CC=3N(CC2)C(N(C3C(=O)NCC3=C(C=CC=C3)N3N=CN=C3)C3=CC=C(C=C3)OC3CC3)=O)C=C1)Cl 7-(4-bromo-3-chloro-benzoyl)-2-[4-(cyclopropoxy)phenyl]-3-oxo-N-[[2-(1,2,4-triazol-1-yl)phenyl]methyl]-6,8-dihydro-5H-imidazo[1,5-a]pyrazine-1-carboxamide